COC1CN(C1)CC(=O)NC=1C=NC(=C(C1)NC1=NN(C2=NC(=NC=C21)NC=2C=NN(C2)C)C)C 2-(3-methoxyazetidin-1-yl)-N-(6-methyl-5-((1-methyl-6-((1-methyl-1H-pyrazol-4-yl)amino)-1H-pyrazolo[3,4-d]pyrimidin-3-yl)amino)pyridin-3-yl)acetamide